((2R,3S,4R,5S)-5-(4-aminopyrrolo[2,1-f][1,2,4]triazin-7-yl)-2-cyano-3,4-dihydroxytetrahydrofuran-2-yl)methyl ethyl carbonate C(OC[C@]1(O[C@H]([C@@H]([C@@H]1O)O)C1=CC=C2C(=NC=NN21)N)C#N)(OCC)=O